(4-{[4-(5-Chloro-2-methoxy-benzenesulfonyl)-1-oxo-1,2,3,4-tetrahydro-benzo[1,4]thiazine-6-carbonyl]-amino}-phenyl)-acetic acid ClC=1C=CC(=C(C1)S(=O)(=O)N1CCS(C2=C1C=C(C=C2)C(=O)NC2=CC=C(C=C2)CC(=O)O)=O)OC